cerium manganese tungsten [W].[Mn].[Ce]